CC=1C=CC(=NC1C(F)(F)F)N1C(CC1)C 5-methyl-2-(2-methylazetidin-1-yl)-6-(trifluoromethyl)pyridine